C(C)(C)(C)OC(NCC1=CC(=NC=C1)C)=O (2-methyl-pyridin-4-ylmethyl)-carbamic acid tert-butyl ester